CN1N=C(C(=C1OC[C@@H](C)NC(OC(C)(C)C)=O)C=1C=C2C(=CN1)N(N=C2C=C)C2OCCCC2)C tert-butyl N-[(1R)-2-[2,5-dimethyl-4-(1-tetrahydropyran-2-yl-3-vinyl-pyrazolo[3,4-c]pyridin-5-yl)pyrazol-3-yl]oxy-1-methyl-ethyl]carbamate